ClC=1N=CC2=CC(=CC=C2C1)C=O 3-chloroisoquinoline-7-carbaldehyde